ClC1=NC(=CC(=N1)N1[C@@H](COCC1)C)CS(=O)C (3R)-4-[2-chloro-6-(methylsulfinylmethyl)pyrimidin-4-yl]3-methylmorpholine